triazinamide phosphate P(=O)(O)(O)O.N1=NN=C(C=C1)C(=O)N